O1C(OCC1)C=1C(=NC(=NC1N[C@H](C)C1=CC(=CC=C1)S(F)(F)(F)(F)F)C)CC(=O)NC1CC(C1)(C)O 2-(5-(1,3-dioxolan-2-yl)-2-methyl-6-(((R)-1-(3-(Pentafluorosulfanyl)phenyl)ethyl)amino)pyrimidin-4-yl)-N-((1r,3R)-3-hydroxy-3-methylcyclobutyl)acetamide